N-(6-(4-methylpiperazin-1-yl)pyridin-3-yl)-3-(1-oxo-1,2,3,4-tetrahydropyrrolo[1,2-a]pyrazin-7-yl)-1H-pyrrolo[2,3-b]pyridine-5-carboxamide CN1CCN(CC1)C1=CC=C(C=N1)NC(=O)C=1C=C2C(=NC1)NC=C2C=2C=C1N(CCNC1=O)C2